ClC=1C=C(C(=O)NC=2SC3=C(N2)C=CC(=C3)C(=O)O)C=C(N1)OC 2-(2-chloro-6-methoxyisonicotinamido)benzo[d]thiazole-6-carboxylic acid